3-(isoquinolin-4-yl)-2-oxo-1-(1-((trifluoromethyl)sulfonyl)azetidin-3-yl)imidazolidine-4-carbonitrile C1=NC=C(C2=CC=CC=C12)N1C(N(CC1C#N)C1CN(C1)S(=O)(=O)C(F)(F)F)=O